CN=S(=O)(C1=C(C=C(C=C1)[N+](=O)[O-])C)CCCNC(OC(C)(C)C)=O tert-butyl (3-(N,2-dimethyl-4-nitrophenylsulfonimidoyl)propyl)carbamate